C(C)(C)(C)C1N=COC1 4-tert-butyl-oxazoline